BrC=1C(=CC=2N(C1)C=C(N2)C2(CC2)F)OC 6-bromo-2-(1-fluorocyclopropyl)-7-methoxyimidazo[1,2-a]pyridine